FC=1C(=NC=C(C1)OC(C(OC([2H])([2H])[2H])([2H])[2H])([2H])[2H])N1CCNCC1 1-[3-fluoro-5-({2-[(2H3)methyloxy](2H4)ethyl}oxy)pyridin-2-yl]piperazine